C1(=C(C=CC=C1)[Tl](C1=C(C=CC=C1)C)C1=C(C=CC=C1)C)C tritolyl-thallium